BrC1=CC=C(C=C1)NS(=O)(=O)C=1C=C(C(=O)NC2=NC=CC=C2C)C=CC1 3-(N-(4-bromophenyl)sulfamoyl)-N-(3-methylpyridin-2-yl)benzamide